N-(5-chloro-6-(2H-1,2,3-triazol-2-yl)pyridin-3-yl)-1-(8-fluoroquinolin-5-yl)-5-(trifluoromethyl)-1H-pyrazole-4-carboxamide ClC=1C=C(C=NC1N1N=CC=N1)NC(=O)C=1C=NN(C1C(F)(F)F)C1=C2C=CC=NC2=C(C=C1)F